2-(3-(4-(2-((R)-2,4-dimethyl-3-oxopiperazin-1-yl)ethoxy)phenyl)ureido)acetamide C[C@H]1N(CCN(C1=O)C)CCOC1=CC=C(C=C1)NC(NCC(=O)N)=O